7-hydroxy-2-nitro-6,7-dihydropyrazolo[1,5-a]pyrazin-4(5H)-one OC1CNC(C=2N1N=C(C2)[N+](=O)[O-])=O